N1CC2(CC1)C1=C(NC(O2)=O)C=CC=C1 spiro[benzo[d][1,3]oxazin-4,3'-pyrrolidin]-2(1H)-one